4-[di(dodecyl)amino]butanoic acid-2-methylpropan-2-yl ester CC(C)(C)OC(CCCN(CCCCCCCCCCCC)CCCCCCCCCCCC)=O